C(C)OC(C(C[C@@H](C[C@@H](C=O)O[Si](C1=CC=CC=C1)(C1=CC=CC=C1)C(C)(C)C)O[Si](C1=CC=CC=C1)(C1=CC=CC=C1)C(C)(C)C)=O)=O (4R,6S)-4,6-di(tert-butyl-diphenyl-siloxy)-2,7-dioxoheptanoic acid ethyl ester